4-((2-ethyl-6-fluorobenzyl)amino)-2-((1-methyl-1H-pyrazol-4-yl)amino)pyrimidin-5-carboxamide C(C)C1=C(CNC2=NC(=NC=C2C(=O)N)NC=2C=NN(C2)C)C(=CC=C1)F